CCCSSCCC 1-propyldisulfanylpropane